N-(7-(2-Hydroxy-5-isopropyl-4-methoxybenzoyl)-3-methyl-5,6,7,8-tetrahydro-1,7-naphthyridin-2-yl)-N-methylacrylamide OC1=C(C(=O)N2CCC=3C=C(C(=NC3C2)N(C(C=C)=O)C)C)C=C(C(=C1)OC)C(C)C